4-[2-(2,4-difluorophenyl)ethoxy]-2,6-dimethylbenzoic acid FC1=C(C=CC(=C1)F)CCOC1=CC(=C(C(=O)O)C(=C1)C)C